FC=1C(=C(C=O)C=C(C1)\C=C\C1=NC=CC=C1)O (E)-3-fluoro-2-hydroxy-5-(2-(pyridin-2-yl)vinyl)benzaldehyde